2-(4-(2-(4-chloro-2-fluorophenyl)-2-methylbenzo[d][1,3]dioxol-4-yl)-2,6-difluorobenzyl)-7-fluoro-1-(((S)-oxetan-2-yl)methyl)-1H-benzo[d]imidazole-6-carboxylic acid ClC1=CC(=C(C=C1)C1(OC2=C(O1)C=CC=C2C2=CC(=C(CC1=NC3=C(N1C[C@H]1OCC1)C(=C(C=C3)C(=O)O)F)C(=C2)F)F)C)F